(S)-2-(5-(2-((2,3-dihydro-1H-inden-2-yl)amino)-6,7-dihydro-5H-cyclopenta[d]pyrimidin-5-yl)-1,3,4-oxadiazol-2-yl)-1-(3,4,6,7-tetrahydro-5H-[1,2,3]triazolo[4,5-c]pyridin-5-yl)ethan-1-one C1C(CC2=CC=CC=C12)NC=1N=CC2=C(N1)CC[C@@H]2C2=NN=C(O2)CC(=O)N2CC1=C(CC2)N=NN1